5-bromo-N-(2-oxoethyl)pyridineamide BrC=1C=CC(=NC1)C(=O)NCC=O